ClC=1C=C2C=3C=CC(=CC3C(C2=CC1)=O)C=1N=NNC1C(=O)O 4-(6-chloro-9-oxo-9H-fluoren-2-yl)-1H-1,2,3-triazole-5-carboxylic acid